C(C)(C)(C)OC(=O)N1CC2=C(NC=3C=CC(=CC23)C=2C(=C(C=CC2)C2=CC(=C(C=C2)N2C(N(CC2)C)=O)Cl)OC)CC1 8-(3'-chloro-2-methoxy-4'-(3-methyl-2-oxoimidazolidin-1-yl)-[1,1'-biphenyl]-3-yl)-3,4-dihydro-1H-pyrido[4,3-b]indole-2(5H)-carboxylic acid tert-butyl ester